C(C)(C)(C)N(C(O)=O)[C@@H](C)C1=NC=NN1C1=NC=C(C=C1)NC(CC1CC1)=S.C1(=CC=CC2=CC=CC=C12)/C=C/C(=O)N1C(OCC1)=O (E)-3-(3-(naphthalen-1-yl)propenoyl)oxazolidin-2-one tert-butyl-[(1S)-1-(1-{5-[(2-cyclopropylethanethioyl)amino]pyridin-2-yl}-1H-1,2,4-triazol-5-yl)ethyl]carbamate